(2S,3R,4S,5S,6R)-2-((3-((3-((7S,8S)-18-ethyl-2,5,8,12,17-pentamethyl-13-vinyl-7H,8H-porphyrin-7-yl)propyl)thio)propyl)thio)-6-(hydroxymethyl)tetrahydro-2H-pyran-3,4,5-triol C(C)C1=C(C=2C=C3C(=C(C(=CC=4[C@H]([C@@H](C(=C(C5=CC(=C(N5)C=C1N2)C)C)N4)CCCSCCCS[C@@H]4O[C@@H]([C@H]([C@@H]([C@H]4O)O)O)CO)C)N3)C)C=C)C